C(CC)C(C(=O)N1C(NC(C1=O)(C1=CC=CC=C1)C1=CC=CC=C1)=O)CCC 3-(2-propylpentanoyl)-5,5-diphenylhydantoin